N-(1''-(3-(1-cyclopentyl-1-hydroxyethyl)benzoyl)dispiro[cyclopropane-1,1'-cyclohexane-4',3''-indolin]-5''-yl)methanesulfonamide C1(CCCC1)C(C)(O)C=1C=C(C(=O)N2CC3(C4=CC(=CC=C24)NS(=O)(=O)C)CCC2(CC3)CC2)C=CC1